(S)-N-(3-Chloropyridin-4-yl)-6-(4-ethyl-3-(hydroxymethyl)-5-oxo-4,5-dihydro-1H-1,2,4-triazol-1-yl)-5-fluoro-2-((1,1,1-trifluoropropan-2-yl)oxy)nicotinamide ClC=1C=NC=CC1NC(C1=C(N=C(C(=C1)F)N1N=C(N(C1=O)CC)CO)O[C@H](C(F)(F)F)C)=O